C(C)(C)C1=NC=NC=C1C=1N=CC2=C(N1)C(=CN2C)CC2=CC=C(C=C2)C=2N(C=C(N2)C(F)(F)F)C (4-isopropylpyrimidin-5-yl)-5-methyl-7-(4-(1-methyl-4-(trifluoromethyl)-1H-imidazol-2-yl)benzyl)-5H-pyrrolo[3,2-d]pyrimidine